1-Hexanthiol C(CCCCC)S